FC1(C2CN(CC12C1=CC=C(C=C1)C)C(=O)OC(C)(C)C)F tert-butyl 6,6-difluoro-1-(4-methylphenyl)-3-azabicyclo[3.1.0]hexane-3-carboxylate